FC=1C=C(C=CC1N1C[C@@H](CCC1)C(NCCN1CCOCC1)CCOCC)NC1=NC=C(C(=N1)C=1C=NN(C1)C(C)C)C (R)-N-(3-fluoro-4-(3-(ethoxyethyl-(morpholinoethyl)aminomethyl)piperidine-1-yl)phenyl)-4-(1-isopropyl-1H-pyrazole-4-yl)-5-methylpyrimidine-2-amine